C1=CC=CC=2C3=CC=CC=C3C(C12)COC(=O)N1[C@@H](CCC1)C(=O)O N-(9-Fluorenylmethoxycarbonyl)-L-proline